3,5-dichloro-4-((6-chloro-5-isopropylpyridazin-3-yl)methyl)phenol ClC=1C=C(C=C(C1CC=1N=NC(=C(C1)C(C)C)Cl)Cl)O